BrC=1C=C2C(=C3C(=CNC13)CCN(C)C)NC(O2)=O 5-bromo-8-(2-(dimethylamino)ethyl)-1,6-dihydro-2H-oxazolo[4,5-e]indol-2-one